OCCCCOC1=CC=C(C(=O)C2=CC=C(C=CC(=O)[O-])C=C2)C=C1 4-[4-(4-hydroxybutyloxy)benzoyl]cinnamate